C(C)(C)(C)OC(=O)N1CCC(CC1)C1CCN(CC1)C1=CC=C(C=C1)N 1'-(4-aminophenyl)-[4,4'-bipiperidine]-1-carboxylic acid tert-butyl ester